1-acetyl-N-(1-oxo-4-(o-tolyl)-1,2-dihydroisoquinolin-7-yl)piperidine-4-carboxamide C(C)(=O)N1CCC(CC1)C(=O)NC1=CC=C2C(=CNC(C2=C1)=O)C1=C(C=CC=C1)C